3-(3,4-dimethoxyphenyl)-2-(3,4,5-trimethoxyphenyl)-2H-azepine COC=1C=C(C=CC1OC)C=1C(N=CC=CC1)C1=CC(=C(C(=C1)OC)OC)OC